(2R,3S,4S)-1-((S)-2-acetamido-3,3-dimethylbutyryl)-3-fluoro-4-hydroxy-N-(4-(4-methylthiazol-5-yl)benzyl)pyrrolidine-2-carboxamide C(C)(=O)N[C@H](C(=O)N1[C@@H]([C@@H]([C@H](C1)O)F)C(=O)NCC1=CC=C(C=C1)C1=C(N=CS1)C)C(C)(C)C